C(C)C(COP(=O)(OCC(CCCC)CC)OCC(CCCC)CC)CCCC tri(2-ethylhexyl)phosphate